C1(CC1)N(C1=C(C(=NC=N1)NCC1=CC=C(C=C1)CC(=O)N)F)CC1=CC(=CC=C1)OC(F)(F)F 2-[4-[[[6-[cyclopropyl-[[3-(trifluoromethoxy)phenyl]methyl]amino]-5-fluoro-pyrimidin-4-yl]amino]methyl]phenyl]acetamide